ClC=1C=CC2=C(C=C(O2)C(=O)NC2=NC(=C(C(=C2C)C)O)C)C1 5-Chloro-N-(5-hydroxy-3,4,6-trimethylpyridin-2-yl)benzofuran-2-carboxamid